8-(benzyloxy)octan-1-ol C(C1=CC=CC=C1)OCCCCCCCCO